N=1C=CN2N=C(C=CC21)C=2C=CN1N=C(N=CC12)NC1CC(C1)(O)C cis-3-((5-(imidazo[1,2-b]pyridazin-6-yl)pyrrolo[2,1-f][1,2,4]triazin-2-yl)amino)-1-methylcyclobutan-1-ol